NCC(CNC(CN1CCOCC1)C1=CN=C(S1)NC(OC(C)(C)C)=O)(F)F tert-butyl N-[5-[1-[(3-amino-2,2-difluoro-propyl)amino]-2-morpholino-ethyl]thiazol-2-yl]carbamate